(1S,3aR,6aS)-2-(2-(tert-butylamino)-2-oxoacetyl)-N-((S)-4-hydroxy-3-oxo-1-((S)-2-oxopiperidin-3-yl)butan-2-yl)octahydrocyclopenta[c]pyrrole-1-carboxamide C(C)(C)(C)NC(C(=O)N1[C@@H]([C@@H]2[C@H](C1)CCC2)C(=O)N[C@@H](C[C@H]2C(NCCC2)=O)C(CO)=O)=O